2-(2-((3-(4H-1,2,4-triazol-4-yl)propyl)amino)phenyl)-3,5,7-trihydroxy-4H-benzopyran-4-one N=1N=CN(C1)CCCNC1=C(C=CC=C1)C=1OC2=C(C(C1O)=O)C(=CC(=C2)O)O